C1(CC1)C1=NC(=C2N1CCN(C2)C(=O)NC)C=2C=CC=C1C=C(N=CC21)N2CCOCC2 3-cyclopropyl-N-methyl-1-(3-morpholinoisoquinolin-8-yl)-5,6-dihydroimidazo[1,5-a]pyrazine-7(8H)-carboxamide